C12C(C3CC(CC(C1)C3)C2)CCCCCCCCCCCC=2C=C(C=CC2)C2=NC=3N(C(=C2)N2CCN(CC2)CCO)N=C(C3C3=CC=CC=C3)C 2-(4-(5-(3-(11-(Adamantan-2-yl)undecyl)phenyl)-2-methyl-3-phenylpyrazolo[1,5-a]pyrimidin-7-yl)piperazin-1-yl)ethan-1-ol